ClC=1C=C(C=C(C1OC1=NNC(C(=C1)C1CCC1)=O)Cl)N1C(NC(C(=C1)C#N)=O)=O 1-(3,5-dichloro-4-((5-cyclobutyl-6-oxo-1,6-dihydropyridazin-3-yl)oxy)phenyl)-2,4-dioxo-1,2,3,4-tetrahydropyrimidine-5-carbonitrile